1-(2-(difluoromethoxy)pyridin-3-yl)cyclopropane-1-carboxylic acid FC(OC1=NC=CC=C1C1(CC1)C(=O)O)F